tert-butyl 4-(1-(4-((5-bromo-4-((4-(dimethylphosphoryl)quinolin-3-yl)amino)pyrimidin-2-yl)amino)-5-cyclopropyloxy-2-methylphenyl)piperidin-4-yl)piperazine-1-carboxylate BrC=1C(=NC(=NC1)NC1=CC(=C(C=C1OC1CC1)N1CCC(CC1)N1CCN(CC1)C(=O)OC(C)(C)C)C)NC=1C=NC2=CC=CC=C2C1P(=O)(C)C